CO\N=C\1/C(OC=C1)C(=O)O Z-methoxyiminofuroic acid